(6-(methyl(7H-pyrrolo[2,3-d]pyrimidin-4-yl)amino)-2-azaspiro[3.3]heptan-2-yl)(1H-pyrazol-3-yl)methanone CN(C1CC2(CN(C2)C(=O)C2=NNC=C2)C1)C=1C2=C(N=CN1)NC=C2